3-amino-N-(3,5-dimethoxyphenyl)-6-(4-(piperazin-1-ylmethyl)phenyl)pyrazine-2-carboxamide NC=1C(=NC(=CN1)C1=CC=C(C=C1)CN1CCNCC1)C(=O)NC1=CC(=CC(=C1)OC)OC